OCC=1C=CC(=C2C(=CNC12)C)CNC1=CN=C2C(=N1)N=C(C=C2)N2CCC(CC2)O 1-[3-({[7-(hydroxymethyl)-3-methyl-1H-indol-4-yl]methyl}amino)pyrido[2,3-b]pyrazin-6-yl]piperidin-4-ol